2-[6-[(5,5-dimethyl-4-azaspiro[2.5]octan-7-yl)-methyl-amino]pyridazin-3-yl]-5-[1-(trideuteriomethyl)pyrazol-4-yl]pyridin-3-ol dihydrochloride Cl.Cl.CC1(NC2(CC2)CC(C1)N(C1=CC=C(N=N1)C1=NC=C(C=C1O)C=1C=NN(C1)C([2H])([2H])[2H])C)C